C(C)(=O)OC1C(OCC1)N1C2=NC(=NC(=C2N(C1=O)CCC)OC)N 2-(2-amino-6-methoxy-8-oxo-7-propyl-7,8-dihydro-9H-purin-9-yl)tetrahydrofuran-3-yl acetate